5-(trifluoromethyl)pyridine-3-carboxylic acid ethyl ester C(C)OC(=O)C=1C=NC=C(C1)C(F)(F)F